N-(4-((2-(1,1-difluoroethyl)-6-isopropylpyrimidin-4-yl)amino)-5-methoxypyridin-2-yl)acetamide FC(C)(F)C1=NC(=CC(=N1)NC1=CC(=NC=C1OC)NC(C)=O)C(C)C